N-benzoyloxy-1-[9-ethyl-6-(2-methylbenzoyl)-9H-carbazol-3-yl]-3-cyclopentylpropane-1-on-2-imine C(C1=CC=CC=C1)(=O)ON=C(C(=O)C=1C=CC=2N(C3=CC=C(C=C3C2C1)C(C1=C(C=CC=C1)C)=O)CC)CC1CCCC1